FC1=C2C=CNC2=CC(=C1OC1=CC=C2CCN3C(C2=C1)=NC=C3[C@@H](C)C=3C(=C(C=CC3)CCC(=O)O)F)F (S)-3-(3-(1-(9-((4,6-difluoro-1H-indol-5-yl)oxy)-5,6-dihydroimidazo[2,1-a]isoquinolin-3-yl)ethyl)-2-fluorophenyl)propanoic acid